Bromo-6,7-difluoro-1H-indole BrN1C=CC2=CC=C(C(=C12)F)F